3-chloro-6-((4-methoxybenzyl)oxy)pyridazine ClC=1N=NC(=CC1)OCC1=CC=C(C=C1)OC